Cl.NC1=NC(=NC=C1C1=C(C(=CC=C1)C)Cl)N1C[C@@H]2[C@H](C1)CC(C2)(N)C (3ar,5r,6as)-2-(4-amino-5-(2-chloro-3-methylphenyl)pyrimidin-2-yl)-5-methyl-octahydrocyclopenta[c]pyrrol-5-amine HCl salt